(S)-3-amino-1-butanol-D-malate salt C([C@H](O)CC(=O)O)(=O)O.N[C@H](CCO)C